BrC1=CC(=C(C=C1F)NS(=O)(=O)C1=CN(C2=CC(=CC=C12)Cl)CC(CO)F)F N-(4-bromo-2,5-difluorophenyl)-6-chloro-1-(2-fluoro-3-hydroxypropyl)indole-3-sulfonamide